[Na+].S(=O)(=O)(O)C(C(=O)[O-])CC(=O)[O-].C(CCCCCCCCCCCCCCCCCCCCC)OCCCCCCCCCCCCCCCCCCCCCC.[Na+] behenyl ether sulfosuccinate sodium salt